trans-N-(3-(2-Cyclopropylthiazol-5-yl)phenyl)-N-((trans-4-(4-methoxy-3-methylphenyl)cyclohexyl)methyl)-4-(methylsulfonamido)cyclohexanecarboxamide C1(CC1)C=1SC(=CN1)C=1C=C(C=CC1)N(C(=O)[C@@H]1CC[C@H](CC1)NS(=O)(=O)C)C[C@@H]1CC[C@H](CC1)C1=CC(=C(C=C1)OC)C